BrC1=NC=C(N=C1)N1[C@H](CN(CC1)C1=NC=CC=C1)C (S)-2-bromo-5-(2-methyl-4-(pyridin-2-yl)piperazin-1-yl)pyrazine